3,4-bis(4-fluorobenzyloxy)benzaldehyde FC1=CC=C(COC=2C=C(C=O)C=CC2OCC2=CC=C(C=C2)F)C=C1